FC1=C(C=C(C=C1)F)N1N=NC(=C1)C(CC)N1C=C(C2=C1N=CN=C2N)C=2C(=NC=NC2)OC (+)-7-{1-[1-(2,5-difluorophenyl)-1H-1,2,3-triazol-4-yl]Propyl}-5-(4-methoxypyrimidin-5-yl)-7H-pyrrolo[2,3-d]Pyrimidin-4-amine